(1R,2S,5S)-N-[cyano-(3-cyclopropylthieno[2,3-c]pyridin-4-yl)methyl]-3-[(2S)-3,3-dimethyl-2-[(2,2,2-trifluoroacetyl)amino]butanoyl]-6,6-dimethyl-3-azabicyclo[3.1.0]hexane-2-carboxamide C(#N)C(NC(=O)[C@@H]1[C@H]2C([C@H]2CN1C([C@H](C(C)(C)C)NC(C(F)(F)F)=O)=O)(C)C)C1=C2C(=CN=C1)SC=C2C2CC2